Cl.FC=1C=CC(=NC1)[C@@H](C)OC1=CC(=CC=2N1C(=CN2)C#N)C=2N=NN(C2C)[C@@H]2CNCCC2 5-[(1R)-1-(5-Fluoro-2-pyridyl)ethoxy]-7-[5-methyl-1-[(3S)-3-piperidyl]triazol-4-yl]imidazo[1,2-a]pyridine-3-carbonitrile HCl